FC(OC1=C(C=C(C=N1)CC1=NC=CC(=C1)N1N=C(C=2C(NCCC21)=O)C)F)F 1-(2-((6-(difluoromethoxy)-5-fluoropyridin-3-yl)methyl)pyridin-4-yl)-3-methyl-1,5,6,7-tetrahydro-4H-pyrazolo[4,3-c]pyridin-4-one